FC1=CC=C(C=C1)C1CC(C(C1)N1CC(CCC1)N)N1N=CC=N1 [4-(4-fluorophenyl)-2-(triazol-2-yl)cyclopentyl]piperidin-3-amine